4,5-dichloro-2-[4-(3,3-difluoropyrrolidin-1-yl)sulfonylphenyl]pyridazin-3-one ClC=1C(N(N=CC1Cl)C1=CC=C(C=C1)S(=O)(=O)N1CC(CC1)(F)F)=O